4-(chloromethyl)-2-(propan-2-yl)-1,3-oxazole ClCC=1N=C(OC1)C(C)C